C(C)OC1=NC=CC=C1C1=NC(=C(C=C1)OC1CC2(CN(C2)C(=O)OC2CCCC2)C1)OC1CN(CC1)C cyclopentyl 6-((2'-ethoxy-6-((1-methylpyrrolidin-3-yl)oxy)-[2,3'-bipyridin]-5-yl)oxy)-2-azaspiro[3.3]heptane-2-carboxylate